C(#N)C1=CC=C(C=C1)C1=CC2=C(NC3(CN(CC3)C#N)C(N2)=O)N=C1 7-(4-cyanophenyl)-2-oxo-1,4-dihydro-2H-spiro[pyrido[2,3-b]pyrazine-3,3'-pyrrolidine]-1'-carbonitrile